2-[7-[(8R,8aR)-1,2,3,5,6,7,8,8a-octahydroindolizin-8-yl]-5,6-dihydropyrrolo[2,3-c]pyridazin-3-yl]-3-methyl-5-(trifluoromethyl)phenol C1CCN2CCC[C@H]([C@@H]12)N1CCC2=C1N=NC(=C2)C2=C(C=C(C=C2C)C(F)(F)F)O